N[C@H](C(=O)NCCS(=O)(=O)O)CC1=CC(=C(C=C1)OP(=O)(O)O)O 2-[[(2S)-2-amino-3-(3-hydroxy-4-phosphonooxyphenyl)propionyl]amino]ethanesulfonic acid